2-((2-ethyl-6-(4-isopropylpiperazin-1-yl)-1-oxo-1,2-dihydroisoquinolin-4-yl)(methyl)amino)-4-(4-fluorophenyl)thiazole-5-carbonitrile C(C)N1C(C2=CC=C(C=C2C(=C1)N(C=1SC(=C(N1)C1=CC=C(C=C1)F)C#N)C)N1CCN(CC1)C(C)C)=O